CC1=C(NC=2C1=NC=CC2)C dimethyl-pyrrolo[3,2-b]pyridine